[Br-].C(CCC=C)[P+](C1=CC=CC=C1)(CCCC=C)CCCC=C tri(pent-4-en-1-yl)(phenyl)phosphonium bromide